C=1N(C=2N=CN=C3NC=4C=C5C=CC=CC5=CC4C1C23)[C@@H]2O[C@@H]([C@H]([C@H]2O)O)COC(C2=CC=CC=C2)(C2=CC=C(C=C2)OC)C2=CC=C(C=C2)OC (2R,3R,4S,5R)-2-(2,3,5,6-tetraazacyclopenta[de]tetracen-2(6H)-yl)-5-((bis(4-methoxyphenyl)(phenyl)methoxy)methyl)tetrahydrofuran-3,4-diol